(3-bromo-5-fluoro-4-methylphenoxy)(tert-butyl)bis(methyl)silane BrC=1C=C(O[Si](C)(C)C(C)(C)C)C=C(C1C)F